6-bromo-1'-methyl-2,3-dihydrospiro[indene-1,3'-pyrrolidine]-5'-one BrC1=CC=C2CCC3(CN(C(C3)=O)C)C2=C1